N-[(4-Chlorophenyl)-methyl]-2-methyl-6-morpholin-4-yl-4-propyl-pyridine-3-carboxylic acid amide ClC1=CC=C(C=C1)CNC(=O)C=1C(=NC(=CC1CCC)N1CCOCC1)C